Cl.Cl.NC1C(C(C1(C)C)OC=1C=C(C(=NC1)C#N)Cl)(C)C 5-((1r,3r)-3-amino-2,2,4,4-tetramethylcyclobutoxy)-3-chloropicolinonitrile dihydrochloride